ClC1=CC=C(C=C1)CC1CN(CCC1)C(=O)C=1C=C(C=NC1OC)C1=CC=2N(C=C1)N=C(N2)N 7-(5-{3-[(4-chlorophenyl)methyl]piperidine-1-carbonyl}-6-methoxypyridin-3-yl)-[1,2,4]triazolo[1,5-a]pyridin-2-amine